nonafluorobutyl methyl ether COC(C(C(C(F)(F)F)(F)F)(F)F)(F)F